C(C(C)C)OC(=O)C1=CNC=2N=CN=C(C21)N[C@H]2CN([C@H](CC2)C)C(=O)OCC2=CC=CC=C2 4-(((3r,6s)-1-((benzyloxy)carbonyl)-6-methylpiperidin-3-yl)amino)-7H-pyrrolo[2,3-d]pyrimidine-5-carboxylic acid isobutyl ester